2-(((9H-fluoren-9-yl)methoxy)carbonyl)-N6-(diphenyl(p-tolyl)methyl)-L-lysine C1=CC=CC=2C3=CC=CC=C3C(C12)COC(=O)[C@](N)(CCCCNC(C1=CC=C(C=C1)C)(C1=CC=CC=C1)C1=CC=CC=C1)C(=O)O